C(C)(C)(C)OC(=O)N1[C@@H](CN(C[C@@H]1C)C1=C2C=CN=NC2=C(C=C1)C(=O)O)C 5-[(3R,5S)-4-(t-butoxycarbonyl)-3,5-dimethylpiperazin-1-yl]cinnoline-8-carboxylic acid